({2-[4-(5-bromopyridin-2-yl)piperazine-1-yl]ethyl}oxy)acetic acid-2-methylpropan-2-yl ester CC(C)(C)OC(COCCN1CCN(CC1)C1=NC=C(C=C1)Br)=O